4-[1-(Naphthalen-2-ylsulfonyl)-2,3-dihydro-1H-pyrrolo[2,3-c]pyridin-4-yl]benzonitrile C1=C(C=CC2=CC=CC=C12)S(=O)(=O)N1CCC=2C1=CN=CC2C2=CC=C(C#N)C=C2